benzyl N-[3-(4-bromo-2H-indazol-3-yl)-3-[(2-chloroacetyl)amino]propyl]-N-methyl-carbamate BrC=1C2=C(NN=C2C=CC1)C(CCN(C(OCC1=CC=CC=C1)=O)C)NC(CCl)=O